2-(4-(5-chloro-2-(4-(trifluoromethyl)-1H-1,2,3-triazole-1-yl)phenyl)-5-methoxy-2-oxopyridin-1(2H)-yl)-3-phenylpropionamide ClC=1C=CC(=C(C1)C1=CC(N(C=C1OC)C(C(=O)N)CC1=CC=CC=C1)=O)N1N=NC(=C1)C(F)(F)F